2-[(2'R,4S)-2'-fluoro-6-(1-fluorocyclopropyl)-1-oxospiro[3H-isoquinoline-4,1'-cyclopropane]-2-yl]-N-(5-cyanopyrimidin-2-yl)acetamide F[C@H]1[C@]2(C1)CN(C(C1=CC=C(C=C12)C1(CC1)F)=O)CC(=O)NC1=NC=C(C=N1)C#N